2-Amino-N-((5-bromopyridin-2-yl)methyl)-3-methyl-N-(1-(pyrimidin-2-yl)ethyl)quinoline-6-carboxamide NC1=NC2=CC=C(C=C2C=C1C)C(=O)N(C(C)C1=NC=CC=N1)CC1=NC=C(C=C1)Br